C(OC(C(C)C)OOC(C)(C)CCC)([O-])=O tert-hexyl-peroxy-isobutyl monocarbonate